4-(aminomethyl)-4-methylpiperidine-1-carboxylic acid NCC1(CCN(CC1)C(=O)O)C